9-(2-naphthyl)-10-(p-tolyl)anthracene tert-butyl-(2R,5S)-4-(7-(4-cyanopyridin-2-yl)-5-(difluoromethyl)-7H-pyrrolo[2,3-d]pyrimidin-4-yl)-2,5-dimethylpiperazine-1-carboxylate C(C)(C)(C)OC(=O)N1[C@@H](CN([C@H](C1)C)C=1C2=C(N=CN1)N(C=C2C(F)F)C2=NC=CC(=C2)C#N)C.C2=C(C=CC1=CC=CC=C21)C=2C1=CC=CC=C1C(=C1C=CC=CC21)C2=CC=C(C=C2)C